TERT-butoxide CC(C)(C)[O-]